2-ethyl-5,11-dioxo-6,12-bis(n-butyloxycarbonyloxy)naphthonaphthalene C(C)C=1C=CC2=C3C(C(C(=C2C1)OC(=O)OCCCC)=O)=C1C=CC=CC1=C(C3=O)OC(=O)OCCCC